(S)-6-((4-((2-hydroxy-1-phenylethyl)amino)-5-(5-(pyridin-3-yl)-1,3,4-oxadiazol-2-yl)pyrimidin-2-yl)amino)-1-methyl-1,2-dihydro-3H-indazol-3-one OC[C@H](C1=CC=CC=C1)NC1=NC(=NC=C1C=1OC(=NN1)C=1C=NC=CC1)NC1=CC=C2C(NN(C2=C1)C)=O